2-(4-(4-chloro-6-((4-cyano-2-fluorobenzyl)oxy)pyridin-2-yl)-2,5-difluorobenzyl)-1-(2-methoxyethyl)-1H-benzo[d]imidazole-6-carboxylic acid ClC1=CC(=NC(=C1)OCC1=C(C=C(C=C1)C#N)F)C1=CC(=C(CC2=NC3=C(N2CCOC)C=C(C=C3)C(=O)O)C=C1F)F